4-(5-chloroindolin-1-ylsulfonyl)-N-(4-(pyridin-2-yl)thiazol-2-yl)benzamide ClC=1C=C2CCN(C2=CC1)S(=O)(=O)C1=CC=C(C(=O)NC=2SC=C(N2)C2=NC=CC=C2)C=C1